5-(2-(3-aminophenyl)-1H-pyrrolo[2,3-b]pyridin-4-yl)-1H-indazol-3-amine NC=1C=C(C=CC1)C1=CC=2C(=NC=CC2C=2C=C3C(=NNC3=CC2)N)N1